NC=1C=C(C(=O)OC)C=C(C1)N methyl 3,5-diamino-benzoate